NC1=C2C(=NC=N1)N(N=C2C2=CC(=C(C=C2)OC(C)C)F)[C@H](C)C=2OC1=CC=CC=C1C(C2C2=CC(=CC=C2)F)=O (R)-2-(1-(4-amino-3-(3-fluoro-4-isopropoxyphenyl)-1H-pyrazolo[3,4-d]pyrimidin-1-yl)ethyl)-3-(3-fluorophenyl)-4H-chromen-4-one